tert-butyl (R)-4-(1-((6-methoxypyrazolo[1,5-a]pyridin-5-yl)carbamoyl)-2,3-dihydro-1H-pyrrolo[2,3-b]pyridin-4-yl)-2-methylpiperazine-1-carboxylate COC=1C(=CC=2N(C1)N=CC2)NC(=O)N2CCC=1C2=NC=CC1N1C[C@H](N(CC1)C(=O)OC(C)(C)C)C